CC=1C=C(C=CC1OC1=NC=C(N=C1)C)NC1=NC=NC2=CC=C(C=C12)N1C(C(CC1)=C)=O 1-[4-([3-methyl-4-[(5-methylpyrazin-2-yl)oxy]phenyl]amino)quinazolin-6-yl]-3-methylidenepyrrolidin-2-one